1-(oxazol-5-ylmethyl)-1H-imidazole-5-carbaldehyde O1C=NC=C1CN1C=NC=C1C=O